NC([C@H](CCC(=O)OC(C)(C)C)N1CC2=CC=CC(=C2C1)C#C[C@H]1CC12CCN(CC2)C(C2=CC(=C(C=C2)N)OC)=O)=O tert-butyl (S)-5-amino-4-(4-(((S)-6-(4-amino-3-methoxybenzoyl)-6-azaspiro[2.5]octan-1-yl)ethynyl)isoindolin-2-yl)-5-oxopentanoate